NC1=C(C=C(N=N1)C1=C(C=CC=C1)O)N1CC2CCC(C1)N2C2=NC=C(C=N2)N2CC1(C2)CNC1 2-[6-amino-5-[8-[5-(2,6-diazaspiro[3.3]heptan-2-yl)pyrimidin-2-yl]-3,8-diazabicyclo[3.2.1]octan-3-yl]pyridazin-3-yl]phenol